C(C)C=1C=CC(=NC1)C=1N=C(SC1)NC1=NC=C(C(=C1)C(F)(F)F)C(C)C 4-(5-ethylpyridin-2-yl)-N-(5-isopropyl-4-(trifluoromethyl)pyridin-2-yl)thiazol-2-amine